[Si](C)(C)(C)C([C@](N)(C(=O)O)[Si](C)(C)C)(C1=CC=C(C=C1)O)[Si](C)(C)C tri-TMS-tyrosine